C(#N)C=C1CNC1 3-(cyanomethylene)azetidine